BrC=1C=C(C=2CCN(CC2C1)C)C=O 7-bromo-2-methyl-1,2,3,4-tetrahydroisoquinoline-5-carbaldehyde